5-(dimethylphosphoryl)-N-(2-methoxyethyl)-2-(prop-2-yn-1-ylamino)benzamide CP(=O)(C)C=1C=CC(=C(C(=O)NCCOC)C1)NCC#C